3-(5-((8-(diisopropylamino)octyl)thio)-1-oxoisoindolin-2-yl)piperidine-2,6-dione C(C)(C)N(CCCCCCCCSC=1C=C2CN(C(C2=CC1)=O)C1C(NC(CC1)=O)=O)C(C)C